O[C@H]1[C@@H]([C@@H]2[C@@H](O[C@@H](CCC2)CCCC(=O)O)C1)\C=C\[C@H](COC1=CC=CC=C1)O 4-{(2S,5aR,6R,7R,8aS)-7-hydroxy-6-[(1E,3R)-3-hydroxy-4-phenoxy-1-buten-1-yl]octahydro-2H-cyclopenta[b]oxepin-2-yl}butanoic acid